FC=1C=C(C#N)C=CC1OCC1=NC(=CC=C1)OC1C(CNCC1)C 3-Fluoro-4-((6-((3-methylpiperidin-4-yl)oxy)pyridin-2-yl)methoxy)benzonitrile